trans-3-(2-fluoro-4-sulfamoylphenyl)-2,2-dimethylcyclopropanecarboxylic acid methyl ester COC(=O)[C@@H]1C([C@H]1C1=C(C=C(C=C1)S(N)(=O)=O)F)(C)C